2-((4-(5-(2-(4,4-Difluoropiperidin-1-yl)-6-methylpyrimidin-4-yl)-1,3,4-oxadiazol-2-yl)-3-(6-azaspiro[2.5]octan-6-yl)phenyl)sulfonyl)ethan-1-ol FC1(CCN(CC1)C1=NC(=CC(=N1)C1=NN=C(O1)C1=C(C=C(C=C1)S(=O)(=O)CCO)N1CCC2(CC2)CC1)C)F